FC(OC=1C=C(C=CC1N)N1CCOCC1)F 4-(3-(difluoromethoxy)-4-aminophenyl)morpholine